2-{[(tert-butoxy)carbonyl]amino}butanoic acid methyl ester COC(C(CC)NC(=O)OC(C)(C)C)=O